(R)-N'-((2-(2-methoxypyridin-4-yl)phenyl)carbamoyl)-6,7-dihydro-5H-pyrazolo[5,1-b][1,3]oxazine-3-sulfonimidamide COC1=NC=CC(=C1)C1=C(C=CC=C1)NC(=O)N=[S@](=O)(N)C=1C=NN2C1OCCC2